N-(2-sulfamoyl-pyridin-4-yl)-5-(trifluoromethyl)-nicotinamide S(N)(=O)(=O)C1=NC=CC(=C1)NC(C1=CN=CC(=C1)C(F)(F)F)=O